(RS)-2-bromo-N-(2-methyl-5-(2-(2-methylpiperidin-1-yl)acetamido)pyridin-3-yl)pyrazolo[5,1-b]thiazole-7-carboxamide BrC1=CN2C(S1)=C(C=N2)C(=O)NC=2C(=NC=C(C2)NC(CN2[C@@H](CCCC2)C)=O)C |r|